FC1=CC=C(C=C1)C(/C=C/C1=CC=C(OCC(=O)O)C=C1)=O 2-[4-[(E)-3-(4-Fluorophenyl)-3-oxoprop-1-enyl]phenoxy]acetic acid